(1S,3S)-3-((5-(5-chloro-3-(((((R)-1-phenylethoxy)carbonyl)amino)methyl)thiophen-2-yl)-3-methylpyrazin-2-yl)oxy)cyclohexane-1-carboxylic acid ClC1=CC(=C(S1)C=1N=C(C(=NC1)O[C@@H]1C[C@H](CCC1)C(=O)O)C)CNC(=O)O[C@H](C)C1=CC=CC=C1